C(#N)C1(CCCCC1)CNC(=O)[C@H]1N(C[C@@H](C1)O)C([C@H](C(C)(C)C)N1N=NC(=C1)C1CC1)=O (2S,4r)-N-[(1-cyanocyclohexyl)methyl]-1-[(2S)-2-(4-cyclopropyltriazol-1-yl)-3,3-dimethyl-butyryl]-4-hydroxy-pyrrolidine-2-carboxamide